ClC1=CC=C(C=C1)C1=C(CCC(C1)(C)C)C(=O)N1CC(N(CC1)CC=1C=C2CN(C(C2=CC1)=O)C1C(NC(CC1)=O)=O)CF 3-(5-((4-(4'-chloro-5,5-dimethyl-3,4,5,6-tetrahydro-[1,1'-biphenyl]-2-carbonyl)-2-(fluoromethyl)piperazin-1-yl)methyl)-1-oxoisoindolin-2-yl)piperidine-2,6-dione